tert-butyl (4-(1-isopropyl-4-(trifluoromethyl)-1H-imidazol-2-yl)benzyl)(2-(4-methoxypyrimidin-5-yl)imidazo[2,1-f][1,2,4]triazin-4-yl)carbamate C(C)(C)N1C(=NC(=C1)C(F)(F)F)C1=CC=C(CN(C(OC(C)(C)C)=O)C2=NC(=NN3C2=NC=C3)C=3C(=NC=NC3)OC)C=C1